2,4,5,6-tetrakis(9H-carbazolyl)-isophthalonitrile C1(=CC=CC=2C3=CC=CC=C3NC12)C1=C(C#N)C(=C(C(=C1C#N)C1=CC=CC=2C3=CC=CC=C3NC12)C1=CC=CC=2C3=CC=CC=C3NC12)C1=CC=CC=2C3=CC=CC=C3NC12